1-bromo-N-((3S,4S)-4-(3,4-difluorophenyl)piperidin-3-yl)-6,7-dihydro-5H-furo[3,2-c]pyrazolo[1,5-a]azepin-9-carboxamide formate salt C(=O)O.BrC=1C=NN2C1C1=C(CCC2)OC(=C1)C(=O)N[C@@H]1CNCC[C@H]1C1=CC(=C(C=C1)F)F